tert-butyl (3S,5S)-3-[(8-carbamoyl-6-{3,5-difluoro-4-[(4-hydroxyoxan-4-yl)methoxy]phenyl}pyrido[3,2-d]pyrimidin-4-yl)amino]-5-fluoropiperidine-1-carboxylate C(N)(=O)C1=CC(=NC2=C1N=CN=C2N[C@@H]2CN(C[C@H](C2)F)C(=O)OC(C)(C)C)C2=CC(=C(C(=C2)F)OCC2(CCOCC2)O)F